(2-(2-chloro-5-(3,5-dimethyl-2,6-dioxo-4-thioxo-1,3,5-triazin-1-yl)-4-fluorophenoxy) propionyl) alaninate N[C@@H](C)C(=O)OC(C(C)OC1=C(C=C(C(=C1)N1C(N(C(N(C1=O)C)=S)C)=O)F)Cl)=O